FC(COC(C(F)F)(F)F)(C(F)F)F 2,2,3,3-tetrafluoro-1-(1,1,2,2-tetrafluoroethoxy)propane